CS(=O)(=O)N1CCC(CC1)NC1=NC=C(C(=N1)C1=CN=C(S1)NC(=O)NC(C)C)C(F)(F)F 1-[5-[2-[(1-Methylsulfonylpiperidin-4-yl)amino]-5-(trifluoromethyl)pyrimidin-4-yl]-1,3-thiazol-2-yl]-3-propan-2-ylurea